ClC1=CC=C(C=C1)N1C(C2=CC(=CC=C2C1OCC1(CC1)COC)C(=C)C)=O 2-(4-chlorophenyl)-3-((1-(methoxymethyl)cyclopropyl)methoxy)-6-(prop-1-en-2-yl)isoindolin-1-one